C(C)(C)(C)OC(=O)NC1=C(C(=NC=C1)C=1CCN(CC1)C(=O)OC(C)(C)C)Cl tert-Butyl 4-((tert-butoxycarbonyl)amino)-3-chloro-3',6'-dihydro-[2,4'-bipyridine]-1'(2'H)-carboxylate